N(=[N+]=[N-])C=1C(=CC2=C(OCC(N2[C@@H](C)C2=CC=CC=C2)=O)N1)C(F)(F)F 6-azido-1-[(1S)-1-phenylethyl]-7-(trifluoromethyl)-3H-pyrido[2,3-b][1,4]oxazin-2-one